butyl 6-oxo-5-oxa-2,7-diazaspiro[3.4]octane-2-carboxylate O=C1OC2(CN(C2)C(=O)OCCCC)CN1